(Phenyl)(cyclopentyl)methylene(cyclopentadienyl)(2,7-di-tert-butylfluoren-9-yl)zirconium dichloride [Cl-].[Cl-].C1(=CC=CC=C1)C(=[Zr+2](C1C2=CC(=CC=C2C=2C=CC(=CC12)C(C)(C)C)C(C)(C)C)C1C=CC=C1)C1CCCC1